(5R,8R)-N-(2,4-dichloro-benzyl)-8-hydroxy-5,6,7,8-tetrahydroquinoline-5-carboxamide ClC1=C(CNC(=O)[C@H]2C=3C=CC=NC3[C@@H](CC2)O)C=CC(=C1)Cl